COC1CC(C1)(C1=NN=CN1C)C=1C=C(C=C(C1)N1C(C2=CC(=CC(=C2C1)C(F)(F)F)CNC1(CCC1)C)=O)N[C@H](CC#N)C (S)-3-((3-((1r,3S)-3-methoxy-1-(4-methyl-4H-1,2,4-triazol-3-yl)cyclobutyl)-5-(6-(((1-methylcyclobutyl)amino)methyl)-1-oxo-4-(trifluoromethyl)isoindolin-2-yl)phenyl)amino)butanenitrile